COC=1C=C(C(=O)NC=2SC3=C(N2)C=CC(=C3)C(=O)O)C=CC1 2-(3-methoxybenzamido)benzo[d]thiazole-6-carboxylic acid